P1(=O)(OC2=C(C=C(C=C2C(C)(C)C)C(C)(C)C)CCC2=C(C(=CC(=C2)C(C)(C)C)C(C)(C)C)O1)[O-].[Li+] lithium 2,2'-ethylenebis(4,6-di-t-butylphenyl) phosphate